NCCCCCCCCCCC(=O)OC methyl 11-amino-undecanoate